COC(=O)C=1C=2CC(C(C2C(=C(C1)O)OC)O)O 1,2,6-Trihydroxy-7-methoxy-indan-4-carboxylic acid methyl ester